3-Azidopropyl β-D-glucopyranoside O([C@H]1[C@H](O)[C@@H](O)[C@H](O)[C@H](O1)CO)CCCN=[N+]=[N-]